N(N=C1SC2=C(N1CC)C=CC(=C2)S(=O)(=O)O)=C2SC1=C(N2CC)C=CC(=C1)S(=O)(=O)O.C1(CC1)O[C@@H]1[C@H](C[C@@H](OC1)C(=O)N1[C@H](C2=CC=CC=C2CC1)C1=CC=C(C=C1)F)O ((2R,4S,5S)-5-cyclopropoxy-4-hydroxytetrahydro-2H-pyran-2-yl)((S)-1-(4-fluorophenyl)-3,4-dihydroisoquinolin-2(1H)-yl)methanone 2,2'-azinobis-(3-ethylbenzothiazoline-6-sulfonate)